BrC=1C=C(C=CC1)[C@@H](C)NC1=NC(=NC2=CC(=C(C=C12)OC)OCCCCCCCCCO)C (R)-9-((4-((1-(3-bromophenyl)ethyl)amino)-6-methoxy-2-methylquinazolin-7-yl)oxy)nonan-1-ol